FC(C1=CC(=C(C(=C1)Cl)Br)Cl)(F)F 4-trifluoromethyl-2,6-dichloro-1-bromobenzene